5-iodo-1H-pyrrolo[2,3-b]pyridine-7-oxide IC=1C=C2C(=[N+](C1)[O-])NC=C2